CC(CCCCCCCC)(CCCCCCCCCC)C=1C=C2C=CC(=CC2=CC1)O 6-(9-methyl-nonadec-9-yl)naphthalen-2-ol